5-aminoimidazole-4-carboxylic acid NC1=C(N=CN1)C(=O)O